(1R,2R)-2-(benzyloxy)cyclopropan-1-ol C(C1=CC=CC=C1)O[C@H]1[C@@H](C1)O